C(C1=CC=CC=C1)NC(=O)C1(CC1)C(=O)NC1=CC=C(C=C1)O N-Benzyl-N'-(4-hydroxyphenyl)cyclopropane-1,1-dicarboxamide